C1(=CC=CC2=CC=CC=C12)N1C=NC=C1 1-(1-naphthyl)imidazole